(S)-6-((4-((2-hydroxy-1-phenylethyl)amino)-5-(3,8-dioxa-1-azaspiro[4.5]dec-1-en-2-yl)pyrimidin-2-yl)amino)-1-isopropyl-2-methyl-1,2-dihydro-3H-pyrazolo[3,4-b]pyridin-3-one OC[C@H](C1=CC=CC=C1)NC1=NC(=NC=C1C1=NC2(CO1)CCOCC2)NC2=CC=C1C(=N2)N(N(C1=O)C)C(C)C